F[C@@H]1CN(CC[C@H]1NC1=NC=C(C(=N1)C=1N=CN(C1)CC(C)(O)C)C(F)(F)F)S(=O)(=O)C 1-(4-(2-(((3R,4R)-3-Fluoro-1-(methylsulfonyl)piperidin-4-yl)amino)-5-(trifluoromethyl)pyrimidin-4-yl)-1H-imidazol-1-yl)-2-methylpropan-2-ol